4-((2-oxo-7-(2-(piperidin-1-yl)ethoxy)-3,4-dihydroquinolin-1(2H)-yl)methyl)-N'-propylidenebenzohydrazide O=C1N(C2=CC(=CC=C2CC1)OCCN1CCCCC1)CC1=CC=C(C(=O)NN=CCC)C=C1